C12(CCCCC1)CC(C=1CCCCC12)=O spiro[4,5,6,7-tetrahydro-2H-indene-3,1'-cyclohexane]-1-one